BrC1=CC=C2C(=C(N3C(C2=C1)=NC=N3)C(=O)NCC(=O)OCC)O ethyl 2-[(9-bromo-6-hydroxy-[1,2,4]triazolo[5,1-a]isoquinoline-5-carbonyl)amino]acetate